Cl.N=1N=C(NC1)COC1=C(C=C(C=C1OC)C1=CC(=CC=2N(C(N(C21)C)=O)CC(=O)NC2=CC=C(C=C2)F)C)F 2-(4-(4-((4H-1,2,4-triazol-3-yl)methoxy)-3-fluoro-5-methoxyphenyl)-3,6-dimethyl-2-oxo-2,3-dihydro-1H-benzo[d]imidazol-1-yl)-N-(4-fluorophenyl)acetamide hydrochloride salt